Cl.FC(C1CC(C1)N)(F)F (1s,3s)-3-(trifluoromethyl)cyclobutan-1-amine hydrochloride